(3S,4S)-(1-aminomethyl-3,4-dimethyl-cyclopentyl)acetic acid NCC1(C[C@@H]([C@H](C1)C)C)CC(=O)O